COC(NC1=NC=CC(=C1)C=1C=C2C(=NNC2=C(C1)C#CCCN1CCOCC1)N)=O (4-(3-Amino-7-(4-morpholinobut-1-yn-1-yl)-1H-indazol-5-yl)pyridin-2-yl)carbamic acid methyl ester